FC1=C2CC[C@](C2=CC=C1)(CC(C1C(NC(N(C1=O)C1CCOCC1)=O)=O)=O)N[S@@](=O)C(C)(C)C (S)-N-((1R)-4-fluoro-1-(2-oxo-2-(2,4,6-trioxo-1-(tetrahydro-2H-pyran-4-yl)hexahydropyrimidin-5-yl)ethyl)-2,3-dihydro-1H-inden-1-yl)-2-methylpropan-2-sulfinamide